7-[2-chloro-6-(3-methyltriazol-4-yl)phenyl]-3-(4-isoquinolyl)-1H-quinazoline-2,4-dione ClC1=C(C(=CC=C1)C=1N(N=NC1)C)C1=CC=C2C(N(C(NC2=C1)=O)C1=CN=CC2=CC=CC=C12)=O